p-fluorobenzoyl bromide FC1=CC=C(C(=O)Br)C=C1